7-fluoropyrrolo[1,2-a]quinoxaline FC=1C=C2N=CC=3N(C2=CC1)C=CC3